C1(=CC=CC=C1)/C=C/C(C)N (E)-4-phenylbut-3-en-2-ylamine